C(C)(C)(C)SSC(C)C1=C(C(=O)O)C=CC=C1 2-(1-(tert-butyldithio)ethyl)benzoic acid